methyl (R)-2-acetamido-3-(4-nitrophenyl)propanoate C(C)(=O)N[C@@H](C(=O)OC)CC1=CC=C(C=C1)[N+](=O)[O-]